NC=1N=NC(=CC1N1C[C@H](C(CC1)(F)F)C1=CC=C(C(=O)O)C=C1)C1=C(C=CC=C1)O |o1:9| (R*)-4-(1-(3-Amino-6-(2-hydroxyphenyl)pyridazin-4-yl)-4,4-difluoropiperidin-3-yl)benzoic acid